CN(CCCN1N=C2C=C(C=CC2=C1C1CCN(CC1)C(C=C)=O)C1=CC(=CC=C1)C(F)(F)F)C 1-(4-(2-(3-(dimethylamino)propyl)-6-(3-trifluoromethylphenyl)-2H-indazol-3-yl)piperidin-1-yl)-2-propen-1-one